FC=1C=C(C=CC1[N+](=O)[O-])C(C)O 1-(3-fluoro-4-nitrophenyl)ethan-1-ol